S1C=C(C=C1)/C=C/C(=O)O[C@]1(C(C(=C2C=C(N(C=C2C1=O)NC(C1=CC=NC=C1)=O)\C=C\C(=C\[C@H](CC)C)\C)Cl)=O)C (R)-5-chloro-3-((S,1E,3E)-3,5-dimethylhepta-1,3-dien-1-yl)-2-(isonicotinamido)-7-methyl-6,8-dioxo-2,6,7,8-tetrahydroisoquinolin-7-yl (E)-3-(thiophen-3-yl)acrylate